O(CCC=C)S(=O)(=O)F oxa-4-pentenesulfonyl fluoride